C(C)C=1N(C=CN1)CCNC(=O)C1=CC2=C(N3C(S2)=NC(=C3)C3=CC=C(C=C3)C(NC)=O)C=C1 N-(2-(2-ethyl-1H-imidazol-1-yl)ethyl)-2-(4-(methylcarbamoyl)phenyl)benzo[d]imidazo[2,1-b]thiazole-7-carboxamide